(R)-N-(5-(6-(1-hydroxyethyl)-4-methylpyridin-3-yl)imidazo[1,2-a]thiazolo[4,5-e]pyridin-2-yl)cyclopropanecarboxamide O[C@H](C)C1=CC(=C(C=N1)C=1C=2N(C3=C(C1)N=C(S3)NC(=O)C3CC3)C=CN2)C